[Zn+2].[N-](S(=O)(=O)C(F)(F)F)S(=O)(=O)C(F)(F)F.[N-](S(=O)(=O)C(F)(F)F)S(=O)(=O)C(F)(F)F bistriflimide zinc